CC1=NOC(=C1CN1CC2=C(C(=C(C=C2CC1)O)N1CC(NS1(=O)=O)=O)F)C 5-{2-[(3,5-dimethyl-1,2-oxazol-4-yl)methyl]-8-fluoro-6-hydroxy-1,2,3,4-tetrahydroisoquinolin-7-yl}-1λ6,2,5-thiadiazolidine-1,1,3-trione